decalin-2,4-dicarboxylic acid C1C(CC(C2CCCCC12)C(=O)O)C(=O)O